C(C)(C)NC=1SC=C(C1C(=O)O)C (isopropylamino)-4-methylthiophene-3-carboxylic acid